C(#N)C1=NC=CC(=C1)C1=C(C(=CC=C1)C(C)C)NC(=O)N=[S@](=O)(N)C=1C=NN2C1OCCC2 (R)-N'-((2-(2-cyanopyridin-4-yl)-6-isopropylphenyl)carbamoyl)-6,7-dihydro-5H-pyrazolo[5,1-b][1,3]oxazine-3-sulfonimidamide